C(C)S(=O)(=O)C1=NN2C(N=CC=C2C2=CC=C(C=C2)F)=C1C1=NC2=C(C=NC(=C2)C(F)(F)F)N1C 2-(2-(ethylsulfonyl)-7-(4-fluorophenyl)pyrazolo[1,5-a]pyrimidin-3-yl)-3-methyl-6-(trifluoromethyl)-3H-imidazo[4,5-c]pyridine